3-(3-Chlorobenzyl)-1,4,2-dioxazol-5-one ClC=1C=C(CC2=NOC(O2)=O)C=CC1